ClC1=CC=C(C=C1)C=1SC(=CC1)C1=CC=C(C=C1)Cl 2,5-di(4-chlorophenyl)thiophene